5-[5-Iodo-2-isopropyl-4-(pyrazin-2-ylmethoxy)-phenoxy]-pyrimidine-2,4-diamine IC=1C(=CC(=C(OC=2C(=NC(=NC2)N)N)C1)C(C)C)OCC1=NC=CN=C1